C1(=CC=CC2=CC=CC=C12)C=1C(=C(C(=O)O)C=CC1)C(N)=O (1-naphthyl)o-carbamoyl-benzoic acid